19,30-dibenzyl 1-(perfluorophenyl) (S)-16,21-dioxo-20-undecyl-3,6,9,12-tetraoxa-15,20-diazatriacontane-1,19,30-tricarboxylate O=C(NCCOCCOCCOCCOCCC(=O)OC1=C(C(=C(C(=C1F)F)F)F)F)CC[C@H](N(C(CCCCCCCCCC(=O)OCC1=CC=CC=C1)=O)CCCCCCCCCCC)C(=O)OCC1=CC=CC=C1